ClC=1C=C2C=NN(C2=C(C1C)C=1C(=C(C=C2CCCOC12)N1CC2(CN(C2)C(C=C)=O)CC1)C#N)C 8-(5-chloro-1,6-dimethyl-1H-indazol-7-yl)-6-(2-(2-propenoyl)-2,6-diazaspiro[3.4]octan-6-yl)-3,4-dihydro-2H-chromene-7-carbonitrile